pentafluoroethyl-(3,3'-difluorophenyl)propaneN FC(C(F)(F)F)(F)C(=CC)C=1CC(C=CC1)(F)F